2-hydroxyethyl (S,E)-(1-((1-((1H-indol-2-yl)methyl)-2-oxo-1,2-dihydropyridin-3-yl)amino)-7-amino-1,7-dioxohept-5-en-2-yl)carbamate N1C(=CC2=CC=CC=C12)CN1C(C(=CC=C1)NC([C@H](CC\C=C\C(=O)N)NC(OCCO)=O)=O)=O